Ethyl 4-(3-((3-aminopyridin-4-yl)methyl)ureido)benzoate NC=1C=NC=CC1CNC(NC1=CC=C(C(=O)OCC)C=C1)=O